4-cyano-2,3-dihydro-1-benzofuran-7-carboxylic acid methyl ester COC(=O)C1=CC=C(C=2CCOC21)C#N